FC1=C2C(=NC=NC2=CC=C1N1CCN(CC1)C(=O)OC(C)(C)C)NC1=CC(=C(C=C1)OC1=CC2=C(N(N=N2)C)C=C1)C tert-butyl 4-(5-fluoro-4-((3-methyl-4-((1-methyl-1H-benzo[d][1,2,3]triazol-5-yl)oxy)phenyl)amino)quinazolin-6-yl)piperazine-1-carboxylate